1-(4-(2-(3-(4-(tert-butyl)piperazin-1-yl)-5-fluorophenyl)-3-hydroxy-6-meth-ylpyridin-4-yl)-2-chlorophenyl)-3-methyl-1,3-dihydro-2H-imidazol-2-one C(C)(C)(C)N1CCN(CC1)C=1C=C(C=C(C1)F)C1=NC(=CC(=C1O)C1=CC(=C(C=C1)N1C(N(C=C1)C)=O)Cl)C